[2-cyclobutoxy-6-(trifluoro-methyl)-pyridin-3-yl]-methanol C1(CCC1)OC1=NC(=CC=C1CO)C(F)(F)F